C1(CCCCC1)P(C1(C(=C(C=CC1)OC(C)C)C1=CC=CC=C1)OC(C)C)C1CCCCC1.[Cl] chlorine (2-Dicyclohexylphosphino-2,6-di-isopropoxy-1,1-biphenyl)